2-[4-(2,2-dioxido-3,4-dihydropyrido[2,1-c][1,2,4]thiadiazin-9-yl)phenoxy]cyclohexanone O=S1(N=C2N(CC1)C=CC=C2C2=CC=C(OC1C(CCCC1)=O)C=C2)=O